C1N(CC12CCNCC2)C(=O)OC(C)(C)C tert-butyl 2,7-diazaspiro-[3.5]nonane-2-carboxylate